CN1C(NC=2N=C(N(C2C1=O)C)SC)=O 1,7-dimethyl-8-(methylsulfanyl)-1H-purine-2,6(3H,7H)-dione